1,1-propanediol C(CC)(O)O